C(C)N(C=1C2=C(N=C(N1)N1CC(C1)C=1SC=CN1)CC[S+]2[O-])C2CCOCC2 [1-[4-[Ethyl(tetrahydropyran-4-yl)amino]-5-oxido-6,7-dihydrothieno[3,2-d]pyrimidin-5-ium-2-yl]azetidin-3-yl]thiazole